FC=1C=C(C#N)C=C(C1)OC1=C(C2=C(C(N(S2(=O)=O)C(C)C)=O)C=C1)C 3-fluoro-5-((2-isopropyl-7-methyl-1,1-dioxo-3-oxo-2,3-dihydrobenzo[d]isothiazol-6-yl)oxy)benzonitrile